ClC1=NC=C(C=N1)OC1=CN=C(S1)NC(OC(C)(C)C)=O tert-butyl (5-((2-chloropyrimidin-5-yl)oxy)thiazol-2-yl)carbamate